1-ethynyl-4-methoxybenzene-d4 C(#C)C1=C(C(=C(C(=C1[2H])[2H])OC)[2H])[2H]